[Sn].[Au] gold-tin